1-{3-[3-chloro-2-(morpholin-4-yl)pyridin-4-yl]phenyl}methylamine ClC=1C(=NC=CC1C=1C=C(C=CC1)CN)N1CCOCC1